C(#N)C=1C=C(C=NC1N1N=CC=N1)NC(=O)C=1C=NN(C1C(F)(F)F)C1=CN=C2N1C=CC=C2 N-(5-Cyano-6-(2H-1,2,3-triazol-2-yl)pyridin-3-yl)-1-(imidazo[1,2-a]pyridin-3-yl)-5-(trifluoromethyl)-1H-pyrazol-4-carboxamid